IC1=C(C=CC=C1O[C@H]([C@H](CO[Si](C1=CC=CC=C1)(C1=CC=CC=C1)C(C)(C)C)C1=C(C(=O)N)C=CC(=C1)OC)C1=CC=C(C=C1)[N+](=O)[O-])O[C@H]([C@H](CO[Si](C1=CC=CC=C1)(C1=CC=CC=C1)C(C)(C)C)C1=C(C(=O)N)C=CC(=C1)OC)C1=CC=C(C=C1)[N+](=O)[O-] (1r,1'r,2s,2's)-((2-iodo-1,3-phenylene)bis(oxy)bis(3-(tert-butyldiphenylsiloxy)-1-(4-nitrophenyl)propane-1,2-diyl))bis(4-methoxybenzamide)